9-Ethyl-3-{N,N-bis[2,2-bis(4-methoxyphenyl)ethenyl]Amino}-9H-carbazole C(C)N1C2=CC=CC=C2C=2C=C(C=CC12)N(C=C(C1=CC=C(C=C1)OC)C1=CC=C(C=C1)OC)C=C(C1=CC=C(C=C1)OC)C1=CC=C(C=C1)OC